C(C1=CC=CC=C1)OC1=CC=C(C(=O)C2=NC=CC=3C4=CC=CC=C4NC23)C=C1 (4-benzyloxy-benzoyl)-beta-carboline